3-(2-chloropyridin-3-yl)propionic Acid ClC1=NC=CC=C1CCC(=O)O